NC1=C(C#N)C=C(C=C1)N1CCC(CC1)C(F)(F)F 2-amino-5-(4-(trifluoromethyl)piperidin-1-yl)benzonitrile